CNC(=O)C=1N=NC=CC1NC1=CC=CC2=C1N(CC=1C=CC=NC21)C N-methyl-4-((6-methyl-5,6-dihydrobenzo[h][1,6]naphthyridin-7-yl)amino)pyridazine-3-carboxamide